3-{4-ethanesulfonamido-2-[(4-fluorophenyl)methoxy]phenyl}-5-[(pyrazin-2-yl)amino]-1-{[2-(trimethylsilyl)ethoxy]methyl}-1H-pyrazole-4-carboxamide C(C)S(=O)(=O)NC1=CC(=C(C=C1)C1=NN(C(=C1C(=O)N)NC1=NC=CN=C1)COCC[Si](C)(C)C)OCC1=CC=C(C=C1)F